2-(benzyloxy)tetrahydrofuran methyl-(1S,3S,4R)-3-((tert-butoxycarbonyl)amino)-4-hydroxycyclopentane-1-carboxylate COC(=O)[C@H]1C[C@@H]([C@@H](C1)O)NC(=O)OC(C)(C)C.C(C1=CC=CC=C1)OC1OCCC1